dimethyl-1-(nonyloxy)-3-[(9Z,12Z)-octadeca-9,12-dien-1-yloxy]propan-2-amine CC(C(COCCCCCCCC\C=C/C\C=C/CCCCC)N)(OCCCCCCCCC)C